methyl 7-methoxy-1-methyl-2-(9-oxo-1,10,19-triazatricyclo[10.5.2.015,18]nonadeca-12(19),13,15(18),16-tetraen-17-yl)benzimidazole-5-carboxylate COC1=CC(=CC2=C1N(C(=N2)C2=CC=1C=CC=3CNC(CCCCCCCN2C1N3)=O)C)C(=O)OC